C(C(=O)O)N L-Glycine